3-(2-((3r,5r,7r)-adamantan-1-yl)acetoxy)-2-((((3-(diethylamino)propoxy)carbonyl)oxy)methyl)propyl (4-pentylcyclohexyl) adipate C(CCCCC(=O)OC1CCC(CC1)CCCCC)(=O)OCC(COC(CC12CC3CC(CC(C1)C3)C2)=O)COC(=O)OCCCN(CC)CC